CC1(CC=C(CC1)C=1C=CC=C2C=C(C=NC12)C(=O)N[C@@H](CC(=O)O)C)C (R)-3-(8-(4,4-dimethylcyclohex-1-en-1-yl)quinoline-3-carboxamido)butanoic acid